C(C)(C)(C)OC(=O)N1CCC(CC1)C(=O)N1CCN(CC1)C(C1=C(C=C(C=C1)NC(=O)C=1N(C(=CN1)C=1C(=NNC1)C(F)(F)F)C)Cl)=O 4-(4-(2-chloro-4-(1-methyl-5-(3-(trifluoromethyl)-pyrazol-4-yl)-imidazole-2-carboxamido)benzoyl)piperazine-1-carbonyl)piperidine-1-carboxylic acid tert-butyl ester